diphenyliodonium tetrakis-(pentafluorophenyl)borate FC1=C(C(=C(C(=C1[B-](C1=C(C(=C(C(=C1F)F)F)F)F)(C1=C(C(=C(C(=C1F)F)F)F)F)C1=C(C(=C(C(=C1F)F)F)F)F)F)F)F)F.C1(=CC=CC=C1)[I+]C1=CC=CC=C1